3-Amino-5-fluoro-N-(4-fluoro-3-(trifluoromethyl)phenyl)isonicotinamide NC1=C(C(=O)NC2=CC(=C(C=C2)F)C(F)(F)F)C(=CN=C1)F